4-[6-bromo-4-(difluoromethoxy)-2-methylindazol-3-yl]-2-(difluoromethoxy)-6-methoxybenzamide BrC=1C=C(C2=C(N(N=C2C1)C)C1=CC(=C(C(=O)N)C(=C1)OC)OC(F)F)OC(F)F